CC1=CC=C(C=C1)S(=O)(=O)OCCOCCOCCOCCO 2-(2-(2-(2-hydroxyethoxy)ethoxy)ethoxy)ethyl 4-methylbenzenesulfonate